C1(CC1)C1=C(C=NC2=CC=C(N=C12)OC)NC1=CC=C(C=C1)[C@@H](C(F)(F)F)N(C(=O)C1CCS(CC1)(=O)=O)C (S)-N-(1-(4-((4-cyclopropyl-6-methoxy-1,5-naphthyridin-3-yl)amino)phenyl)-2,2,2-trifluoroethyl)-N-methyltetrahydro-2H-thiopyran-4-carboxamide 1,1-dioxide